NCCN1C(=NC(=C1C=O)C=1C(=NC=CC1)OC(F)F)C (2-aminoethyl)-4-[2-(difluoromethoxy)pyridin-3-yl]-2-methyl-1H-imidazole-5-carbaldehyde